3-(4-{8-amino-3-methyl-5-[4-(methylamino)cyclohex-1-en-1-yl]imidazo[1,5-a]pyrazin-1-yl}-2-methylphenyl)-1-[3-(trifluoromethyl)phenyl]urea NC=1C=2N(C(=CN1)C1=CCC(CC1)NC)C(=NC2C2=CC(=C(C=C2)NC(NC2=CC(=CC=C2)C(F)(F)F)=O)C)C